C(C1=CC=CC=C1)OCC=1N(CN(N1)C=1N=C(C2=C(N=CC=C2C1F)OC1=C(C=CC=C1F)Cl)OC(C(F)(F)F)C)CC 5-((Benzyloxy)methyl)-2-(8-(2-chloro-6-fluorophenoxy)-4-fluoro-1-((1,1,1-trifluoropropan-2-yl)oxy)-2,7-naphthyridin-3-yl)-4-ethyl-2,4-dihydro-3H-1,2,4-triazol